C1(=CC=CC=C1)CCC(C(=O)O)C(C)C.C(CC(C)C)(=O)OCCC1=CC=CC=C1 phenethyl isovalerate (PHENYL ETHYL ISOVALERATE)